BrC1=CC(=C(C=C1)C(=O)N1CC(C1)C)Cl (4-bromo-2-chlorophenyl)(3-methylazetidin-1-yl)methanone